5-chloro-N2-(5-(4-ethylpiperazin-1-yl)pyridin-2-yl)-N4-(o-tolyl)pyrimidine-2,4-diamine ClC=1C(=NC(=NC1)NC1=NC=C(C=C1)N1CCN(CC1)CC)NC1=C(C=CC=C1)C